tert-butyl (6R,7S)-2-cyano-6,7-dimethyl-6,7-dihydro-4H-pyrazolo[1,5-a]pyrazine-5-carboxylate C(#N)C1=NN2C(CN([C@@H]([C@@H]2C)C)C(=O)OC(C)(C)C)=C1